C(C)C=1N=C2N(C=C(C=C2)N)C1 ethyl-imidazo[1,2-a]pyridin-6-amine